Methyl 3-chloro-6-(2-chloro-4-(trifluoromethyl) phenyl)-4-ethynylpicolinate ClC=1C(=NC(=CC1C#C)C1=C(C=C(C=C1)C(F)(F)F)Cl)C(=O)OC